The molecule is a synthetic 28-amino acid polypeptide consisting of glutaminyl, seryl, prolyl, seryl, tyrosyl, prolyl, alpha-aspartyl, arginyl, alpha-glutamyl, tyrosyl, seryl, alpha-aspartyl, alpha-glutamyl, alpha-aspartyl, arginyl, glutaminyl, isoleucyl, lysyl, glutaminyl, methionyl, leucyl, histidyl, glutaminyl, alpha-glutamyl, cysteinyl, prolyl, arginyl and leucinamide residues joined in sequence. A synthetic version of the peptide epitope from the major peanut allergen glycoprotein Arachis hypogaea h2 (Ara-h2). It has a role as an epitope. It is a polypeptide and a peptidyl amide. CCC(C)[C@@H](C(=O)N[C@@H](CCCCN)C(=O)N[C@@H](CCC(=O)N)C(=O)N[C@@H](CCSC)C(=O)N[C@@H](CC(C)C)C(=O)N[C@@H](CC1=CNC=N1)C(=O)N[C@@H](CCC(=O)N)C(=O)N[C@@H](CCC(=O)O)C(=O)N[C@@H](CS)C(=O)N2CCC[C@H]2C(=O)N[C@@H](CCCNC(=N)N)C(=O)N[C@@H](CC(C)C)C(=O)N)NC(=O)[C@H](CCC(=O)N)NC(=O)[C@H](CCCNC(=N)N)NC(=O)[C@H](CC(=O)O)NC(=O)[C@H](CCC(=O)O)NC(=O)[C@H](CC(=O)O)NC(=O)[C@H](CO)NC(=O)[C@H](CC3=CC=C(C=C3)O)NC(=O)[C@H](CCC(=O)O)NC(=O)[C@H](CCCNC(=N)N)NC(=O)[C@H](CC(=O)O)NC(=O)[C@@H]4CCCN4C(=O)[C@H](CC5=CC=C(C=C5)O)NC(=O)[C@H](CO)NC(=O)[C@@H]6CCCN6C(=O)[C@H](CO)NC(=O)[C@H](CCC(=O)N)N